4-((4-(2-(2,6-dioxopiperidin-3-yl)-1-oxoisoindolin-5-yl)-4-hydroxypiperidin-1-yl)-methyl)-N,N-dimethylpiperidine-1-carboxamide O=C1NC(CCC1N1C(C2=CC=C(C=C2C1)C1(CCN(CC1)CC1CCN(CC1)C(=O)N(C)C)O)=O)=O